ClC1=CC=C(CN(C(=O)[C@H]2N(CCC2)S(=O)(=O)C2=CC=C(C=C2)CC)C2CCC(CC2)(F)F)C=C1 (S)-1-(4-Ethyl-benzenesulfonyl)-pyrrolidine-2-carboxylic acid (4-chloro-benzyl)-(4,4-difluoro-cyclohexyl)-amide